C1CC12CCN(CC2)C=2OC1=C(C=C(C=C1C(C2C)=O)C)C(C)NC=2C(=NC(=CC2)Cl)C=2C=CC1=C(C=NOB1O)C2 2-(6-azaspiro[2.5]octan-6-yl)-8-[1-[[6-chloro-2-(1-hydroxy-2,3,1-benzoxazaborinin-6-yl)-3-pyridyl]amino]ethyl]-3,6-dimethyl-chromen-4-one